BrC=1C=C(C=CC1[N+](=O)[O-])N1[C@@H]2CN([C@H](C1)C2)C(=O)OC(C)(C)C tert-butyl (1S,4S)-5-(3-bromo-4-nitrophenyl)-2,5-diazabicyclo[2.2.1]heptane-2-carboxylate